N-CYCLOPROPYL-2-[(2-FLUORO-4-FORMYLPHENYL)(METHYL)AMINO]ACETAMIDE C1(CC1)NC(CN(C)C1=C(C=C(C=C1)C=O)F)=O